O=C1N[C@H]2[C@@H](C[C@@H]1C2)C2=CC=C(C=C2)C2=CC(=CC1=CC(=CC=C21)C2=CC=C(C=C2)C(F)(F)F)C(=O)OCC Ethyl 4-(4-((1R,4R,6S)-3-oxo-2-azabicyclo[2.2.1]heptan-6-yl)phenyl)-7-(4-(trifluoromethyl)phenyl)-2-naphthoate